bis[2-(2-methoxyethoxy) ethyl] peroxydicarbonate C(=O)(OCCOCCOC)OOC(=O)OCCOCCOC